N-((R)-1-(3-(difluoromethyl)-2-fluorophenyl)ethyl)-2-methyl-6-((S)-Piperidin-3-yl)pyrido[3,4-d]pyrimidin-4-amine FC(C=1C(=C(C=CC1)[C@@H](C)NC=1C2=C(N=C(N1)C)C=NC(=C2)[C@@H]2CNCCC2)F)F